2-(vinylthio)butane C(=C)SC(C)CC